BrC1=C2C3C(NC(C2=CC=C1)C3)=O 5-bromo-1,4-dihydro-1,4-methanoisoquinolin-3(2H)-one